tert-butyl-4-(trifluoromethyl)spiro[indoline-2,3'-oxetane] C(C)(C)(C)C1OCC12NC1=CC=CC(=C1C2)C(F)(F)F